(3,3-difluoropropyl) (3,3,3-trifluoropropyl) sulfate S(=O)(=O)(OCCC(F)F)OCCC(F)(F)F